Tert-butyl 2-[2-bromo-4-(4-chlorophenyl)-5-(pyridin-4-yl)-1H-imidazol-1-yl]Acetate BrC=1N(C(=C(N1)C1=CC=C(C=C1)Cl)C1=CC=NC=C1)CC(=O)OC(C)(C)C